3-chloro-4-(4-(2-((2-ethoxyphenyl)amino)-2-oxoethyl)piperazin-1-yl)-N,N-dimethylbenzamide ClC=1C=C(C(=O)N(C)C)C=CC1N1CCN(CC1)CC(=O)NC1=C(C=CC=C1)OCC